2-[4-cyclopropyl-6-(difluoromethoxy)pyrimidin-5-yl]-4-[[6-[1-cyclopropyl-4-(trifluoromethyl)imidazol-2-yl]-5-fluoro-3-pyridyl]methoxy]furo[3,2-d]pyrimidine C1(CC1)C1=NC=NC(=C1C=1N=C(C2=C(N1)C=CO2)OCC=2C=NC(=C(C2)F)C=2N(C=C(N2)C(F)(F)F)C2CC2)OC(F)F